COC(=O)C1=C(C=NC=C1)NC[C@@H]1CCCC2=CC(=CC=C12)SC1=CC=C(C=C1)C 3-({[(1R)-6-[(4-methylphenyl)thio]-1,2,3,4-tetrahydronaphthalen-1-yl]methyl}amino)pyridine-4-carboxylic acid methyl ester